(1S,3R)-N-[5-chloro-4-(7-fluoro-3-isopropyl-2-methyl-indazol-5-yl)-2-pyridinyl]-3-(methylsulfonylamino)cyclohexanecarboxamide ClC=1C(=CC(=NC1)NC(=O)[C@@H]1C[C@@H](CCC1)NS(=O)(=O)C)C1=CC2=C(N(N=C2C(=C1)F)C)C(C)C